fumaric acid ethyl ester C(C)OC(\C=C\C(=O)O)=O